O1CCN(CC1)CCC[Si](C1=CC=C(C=C)C=C1)(OCC)OCC 4-[(3-morpholinopropyl)diethoxysilyl]styrene